FC(CCCCOC(CCCCC(=O)OCCCCCCN(CCCCCCCC(=O)OCCCCCCCCC)CCO)OCCCCC(C(F)(F)F)(F)F)(C(F)(F)F)F nonyl 8-((6-((6,6-bis((5,5,6,6,6-pentafluorohexyl)oxy)hexanoyl)oxy)hexyl)(2-hydroxyethyl)amino)octanoate